[C@H]12OC[C@H](N(C1)C1=CC3=C(C(NNC3=O)=O)C=N1)C2 7-((1R,4R)-2-oxa-5-azabicyclo[2.2.1]heptan-5-yl)-2,3-dihydropyrido[3,4-d]pyridazine-1,4-dione